COC=1C=C(C=CC1OC)[C@@H]1C2C(CO1)[C@@H](OC2)C=2C=CC(=C(OC1[C@H]([C@@H]([C@H]([C@@H](O1)C(=O)OC)O)O)O)C2)OC (2R,3R,4R,5S)-methyl 6-(5-((1R,4S)-4-(3,4-dimethoxyphenyl) hexahydrofuro[3,4-c]furan-1-yl)-2-methoxyphenoxy)-3,4,5-trihydroxytetrahydro-2H-pyran-2-carboxylate